methyl 2-(4-chloropyrimidin-2-yl)-2-methylpropionate ClC1=NC(=NC=C1)C(C(=O)OC)(C)C